(1R,3R)-1-(4-bromophenyl)-3-methyl-2-(2,2,2-trifluoroethyl)-1,2,3,4-tetrahydroisoquinoline-6,7-diol BrC1=CC=C(C=C1)[C@H]1N([C@@H](CC2=CC(=C(C=C12)O)O)C)CC(F)(F)F